2,4,6-tripropynyl-sulfydryl-s-triazine C(#CC)C1N(C(=NC(=N1)C#CC)C#CC)S